CC1=CC=C(C=C1)S(=O)(=O)O.N1CC(C1)C=1C=CC(=NC1)OC 5-(azetidin-3-yl)-2-methoxy-pyridine 4-methylbenzenesulfonate